C(C=C)OC1=C(C#N)C=C(C=C1)C1=NC=C2C(=N1)NNC2=O 2-allyloxy-5-(3-oxo-2,3-dihydro-1H-pyrazolo[3,4-d]pyrimidin-6-yl)benzonitrile